Natrium dodecyl benzensulfonat C1(=CC=CC=C1)S(=O)(=O)OCCCCCCCCCCCC.[Na]